desaminotyrosin C(CC1=CC=C(C=C1)O)C(=O)O